allyl-3-hydroxybutyl-4-hydroxybutyl ether C(C=C)C(CCCOCCCC(CC=C)(CCC(C)O)O)(O)CCC(C)O